2-((3-(5-(7H-pyrrolo[2,3-d]pyrimidin-4-yl)pyridin-2-yl)-3,6-diazabicyclo[3.1.1]heptane-6-yl)methyl)thiazole N1=CN=C(C2=C1NC=C2)C=2C=CC(=NC2)N2CC1N(C(C2)C1)CC=1SC=CN1